ClC1=C(C=CC=C1C1C(NC(CC1)=O)=O)C1=CC=C(C=C1)N1C(N(CC1)C)=O 3-(2-chloro-4'-(3-methyl-2-oxoimidazolidin-1-yl)-[1,1'-biphenyl]-3-yl)piperidine-2,6-dione